tert-butyl (1-(4-cyano-2,5-dimethoxyphenyl)propan-2-yl)carbamate C(#N)C1=CC(=C(C=C1OC)CC(C)NC(OC(C)(C)C)=O)OC